C(C)C(=O)CC e-ethyl ketone